C(C1=CC=CC=C1)OCCC1=CC=CC=C1 (2-(benzyloxy)ethyl)benzene